C(C)(C)C1=NC=CC(=N1)N1C(CCC1)=O (2-isopropyl-pyrimidin-4-yl)-pyrrolidin-2-one